P(=O)(OCCCCCC(C)C)(OCCCCCC(C)C)[O-] diisooctyl phosphate